ClC(Cl)OC(Cl)Cl 1,1-dichloromethyl ether